2-chloro-4-cyclopropyl-pyrimidine ClC1=NC=CC(=N1)C1CC1